NC1=NC=2CCN(CC2C(=C1C#N)C1=C(C=CC=C1)C)C(=O)OCC ethyl 2-amino-3-cyano-4-(2-methylphenyl)-5,6,7,8-tetrahydro-1,6-naphthyridine-6-carboxylate